4-[5-(pyridine-4-yl)-1H-[1,2,4]triazole-3-yl]pyridine-2-carbonitrile N1=CC=C(C=C1)C1=NC(=NN1)C1=CC(=NC=C1)C#N